COC1=CC=CC=C1S(=O)(=O)Cl 6-methoxybenzenesulfonyl chloride